O=S1(CC(C=C1)OS(=O)(=O)C1=CC=C(C=C1)OC1=CC=CC=C1)=O.FC(C=1C=C(C=CC1)NNC1=CC(=CC=C1)C(F)(F)F)(F)F 1,2-bis(3-(trifluoromethyl)phenyl)hydrazine 1,1-dioxido-2,3-dihydrothiophen-3-yl-4-phenoxybenzenesulfonate